5-chloro-2-methyl-N1-(o-tolyl)benzene-1,3-diamine ClC=1C=C(C(=C(C1)NC1=C(C=CC=C1)C)C)N